C(C=C)(=O)N1CC(=CC1)C=1C=NN(C1)C(C(=O)NC1=NNC(=C1)C1CC1)C 2-(4-(1-propenoyl-2,5-dihydro-1H-pyrrol-3-yl)-1H-pyrazol-1-yl)-N-(5-cyclopropyl-1H-pyrazol-3-yl)propanamide